tert-Butyl 7-hydroxy-4-azaspiro[2.5]octane-4-carboxylate OC1CCN(C2(CC2)C1)C(=O)OC(C)(C)C